Ethyl (S)-3-(3-bromo-5-methylphenyl)-3-((tert-butoxycarbonyl)amino)propanoate BrC=1C=C(C=C(C1)C)[C@H](CC(=O)OCC)NC(=O)OC(C)(C)C